tert-butyl (2R,3S,4S)-3-(azetidine-3-carbonyloxy)-4-tert-butoxycarbonyloxy-2-[(4-methoxyphenyl)methyl]pyrrolidine-1-carboxylate N1CC(C1)C(=O)O[C@H]1[C@H](N(C[C@@H]1OC(=O)OC(C)(C)C)C(=O)OC(C)(C)C)CC1=CC=C(C=C1)OC